2-(((S)-1-methylpyrrolidin-2-yl)methoxy)pyrido[2,3-d]pyrimidine CN1[C@@H](CCC1)COC=1N=CC2=C(N1)N=CC=C2